Cl.CC(CN1CCNCCC1=O)C 4-(2-methylpropyl)-1,4-diazepan-5-one hydrochloride